N-(1-methylpiperidin-4-yl)-3-(1-oxo-1,2,3,4-tetrahydroisoquinolin-6-yl)-1H-pyrrolo[2,3-b]pyridine-5-carboxamide CN1CCC(CC1)NC(=O)C=1C=C2C(=NC1)NC=C2C=2C=C1CCNC(C1=CC2)=O